tert-butyl N-[4-(4-fluorophenyl)-2-[[4-[(6-methyl-3-pyridyl)sulfonimidoyl]benzoyl]amino]phenyl]carbamate FC1=CC=C(C=C1)C1=CC(=C(C=C1)NC(OC(C)(C)C)=O)NC(C1=CC=C(C=C1)S(=O)(=N)C=1C=NC(=CC1)C)=O